NC=1C=2N(C=CN1)C(=CN2)C=2C=NN(C2)C=2C=C(C=CC2C)NC(C2=CC(=CC=C2)C(F)(F)F)=O N-(3-(4-(8-Aminoimidazo[1,2-a]pyrazin-3-yl)-1H-pyrazol-1-yl)-4-methylphenyl)-3-(Trifluoromethyl)benzamide